4-(4-Acrylpiperazin-1-yl)-7-(2-amino-7-fluorobenzo[d]thiazol-4-yl)-6-chloro-2-(1,3-dimethyl-1H-pyrazol-4-yl)-8-fluoroquinoline-3-carbonitrile C(=O)(C=C)N1CCN(CC1)C1=C(C(=NC2=C(C(=C(C=C12)Cl)C1=CC=C(C2=C1N=C(S2)N)F)F)C=2C(=NN(C2)C)C)C#N